7-(1-Methyl-1H-pyrazol-4-yl)quinazolin-4(3H)-one CN1N=CC(=C1)C1=CC=C2C(NC=NC2=C1)=O